8-hydroxy-3-{[1-({4-[(trifluoromethyl)oxy]phenyl}methyl)-1,2,3-triazacyclopent-4-yl]methyl}-1,2,3,4-tetrahydroquinazoline-2,4-dione OC=1C=CC=C2C(N(C(NC12)=O)CC1NNN(C1)CC1=CC=C(C=C1)OC(F)(F)F)=O